2-Hydroxyacetophenone OCC(=O)C1=CC=CC=C1